1-((2R,3R,4R,5R)-3-fluoro-4-hydroxy-5-hydroxymethyl-3-methyltetrahydrofuran-2-yl)pyrimidine-2,4(1H,3H)-dione F[C@]1([C@@H](O[C@@H]([C@H]1O)CO)N1C(NC(C=C1)=O)=O)C